2-(3-(((1S,2R,3R,5S,6R)-2,6-difluoro-1,5-dimethyl-8-azabicyclo[3.2.1]octan-3-yl)oxy)-1,2,4-triazin-6-yl)-5-(1H-imidazol-1-yl)phenol F[C@@H]1[C@@]2(C[C@H]([C@](C[C@H]1OC=1N=NC(=CN1)C1=C(C=C(C=C1)N1C=NC=C1)O)(N2)C)F)C